BrC=1C=C(C=CC1)C(C(=O)O)O (3-bromophenyl)glycolic acid